[3-(trifluoromethyl)-5-quinolyl]quinoline FC(C=1C=NC2=CC=CC(=C2C1)C1=NC2=CC=CC=C2C=C1)(F)F